C(C=C)(=O)OCCOC1=CC=2C(C3=CC=CC=C3SC2C=C1)=O 2-(2-acryloyloxyethoxy)thioxanthone